trans-2-(1-(2-methoxyethyl)-1H-pyrazol-4-yl)cyclopropanecarboxylic acid methyl ester COC(=O)[C@H]1[C@@H](C1)C=1C=NN(C1)CCOC